C(\C=C\C(=O)[O-])(=O)OCCOC(C=C)=O acryloyloxyethyl fumarate